2-(4-((5-amino-1,3,4-thiadiazol-2-yl)thio)-2-methoxyphenyl)-5-chloro-N4-(2,3-dihydro-1H-inden-5-yl)pyrimidine-2,4-diamine NC1=NN=C(S1)SC1=CC(=C(C=C1)C1(NC=C(C(=N1)NC=1C=C2CCCC2=CC1)Cl)N)OC